N-[2,6-dibromo-4-(1,1,1,2,3,3,3-heptafluoropropan-2-yl)phenyl]-3-[N-(Cyclopropylmethyl)-2-methyl-4-cyanobenzamido]-2-fluorobenzamide BrC1=C(C(=CC(=C1)C(C(F)(F)F)(C(F)(F)F)F)Br)NC(C1=C(C(=CC=C1)N(C(C1=C(C=C(C=C1)C#N)C)=O)CC1CC1)F)=O